2-methyl-5-(p-toluenesulfonyloxy)benzoxazole CC=1OC2=C(N1)C=C(C=C2)OS(=O)(=O)C2=CC=C(C)C=C2